2-amino-4-(((4-(2-methyl-6-(methylcarbamoyl) pyridin-3-yl) piperazin-1-yl) methyl) phenyl)-1-methyl-1H-imidazole-4-carboxylate NC=1N(CC(N1)(C(=O)[O-])C1=C(C=CC=C1)CN1CCN(CC1)C=1C(=NC(=CC1)C(NC)=O)C)C